Cl.Cl.ClC1=CC=C(C[C@H]2CO[C@H](CN2C2CCC(CC2)C2=NN(C(=C2)C)C)C(=O)NC)C=C1 (2R,5S)-5-(4-chlorobenzyl)-4-(4-(1,5-dimethyl-1H-pyrazol-3-yl)cyclohexyl)-N-methylmorpholine-2-carboxamide dihydrochloride